N-((5-phenyl-1,3,4-thiadiazol-2-yl)methyl)-1-(1-(trifluoromethyl)cyclopropyl)-1H-1,2,3-triazole-4-carboxamide C1(=CC=CC=C1)C1=NN=C(S1)CNC(=O)C=1N=NN(C1)C1(CC1)C(F)(F)F